C1(CCCC1)SC(=O)OC[C@H]1O[C@@]([C@@H]([C@@H]1O)O)(C#N)C1=CC=C2C(=NC=NN21)N [(2R,3S,4R,5R)-5-(4-aminopyrrolo[2,1-f][1,2,4]triazin-7-yl)-5-cyano-3,4-dihydroxy-tetrahydrofuran-2-yl]methyl cyclopentylsulfanylformate